3-((13-cyclopentyltridecyl)oxy)propyl hydrogen ((((R)-1-(6-amino-9H-purin-9-yl)propan-2-yl)oxy)methyl)phosphonate NC1=C2N=CN(C2=NC=N1)C[C@@H](C)OCP(OCCCOCCCCCCCCCCCCCC1CCCC1)(O)=O